(S)-3-(2-fluoro-4-((S)-3-((1,4,5,6-tetrahydropyrimidin-2-yl)amino)piperidin-1-yl)benzamido)-2-(phenylsulfonamido)propanoic acid FC1=C(C(=O)NC[C@@H](C(=O)O)NS(=O)(=O)C2=CC=CC=C2)C=CC(=C1)N1C[C@H](CCC1)NC=1NCCCN1